NC=1C(=NC=C(N1)N1CCC2(CC1)[C@@H](C1=CC=CC=C1C2)N)SC=2C(=C1C(N(C=NC1=CC2)CC(C)OC)=O)Cl 6-((3-amino-5-((S)-1-amino-1,3-dihydrospiro[inden-2,4'-piperidin]-1'-yl)pyrazine-2-yl)thio)-5-chloro-3-(2-methoxypropyl)quinazolin-4(3H)-one